tert-butyl (3S)-4-(7-(2-amino-6-fluorophenyl)-1-(2-(aminomethyl)-6-isopropylphenyl)-6-chloro-2-oxo-1,2-dihydropyrido[2,3-d]pyrimidin-4-yl)-3-methylpiperazine-1-carboxylate NC1=C(C(=CC=C1)F)C=1C(=CC2=C(N(C(N=C2N2[C@H](CN(CC2)C(=O)OC(C)(C)C)C)=O)C2=C(C=CC=C2C(C)C)CN)N1)Cl